F[C@@H]1C2CC[C@@H](C[C@@H]1N(C=1N=CC(=NC1)C1=CC=C3C(C=CN(C3=C1O)C)=O)C)N2 7-(5-{[(2R,3S,5S)-2-fluoro-8-azabicyclo[3.2.1]octan-3-yl](methyl)amino}pyrazin-2-yl)-8-hydroxy-1-methyl-1,4-dihydroquinolin-4-one